C(C)(C)(C)OC(=O)N(CCCN(C(OC(C)(C)C)=O)C)CCOC1=CC=C2C(=CC=NC2=C1)NC1=CN=NC(=C1)C1=C(C=CC(=C1)Cl)F tert-butyl N-(3-{[(tert-butoxy)carbonyl]({2-[(4-{[6-(5-chloro-2-fluorophenyl)pyridazin-4-yl] amino}quinolin-7-yl)oxy]ethyl})amino}propyl)-N-methylcarbamate